3-fluoro-5-(1-(hydroxymethyl)-8-methyl-7-(methylsulfonyl)imidazo[1,5-a]pyridin-3-yl)benzonitrile FC=1C=C(C#N)C=C(C1)C1=NC(=C2N1C=CC(=C2C)S(=O)(=O)C)CO